trans-4-amino-1-(4-(4-methylpiperazin-1-yl)cyclohexyl)-3-(4-phenoxyphenyl)-1,3-dihydro-2H-imidazo[4,5-c]pyridin-2-one NC1=NC=CC2=C1N(C(N2[C@@H]2CC[C@H](CC2)N2CCN(CC2)C)=O)C2=CC=C(C=C2)OC2=CC=CC=C2